heneicosyl 3,4-dihydroxyphenylacetate OC=1C=C(C=CC1O)CC(=O)OCCCCCCCCCCCCCCCCCCCCC